(2-fluoro-3-{6-oxo-4-[5-(trifluoromethyl)pyridin-2-yl]-1,6-dihydropyrimidin-2-yl}-4-(trifluoromethyl)benzyl)-2-(trifluoromethyl)benzenesulfonamide FC1=C(CC=2C(=C(C=CC2)S(=O)(=O)N)C(F)(F)F)C=CC(=C1C=1NC(C=C(N1)C1=NC=C(C=C1)C(F)(F)F)=O)C(F)(F)F